4-[(1S)-1-[[1-[4-(Cyclohexylmethoxy)-2-pyridyl]cyclopentanecarbonyl]amino]ethyl]benzoic acid C1(CCCCC1)COC1=CC(=NC=C1)C1(CCCC1)C(=O)N[C@@H](C)C1=CC=C(C(=O)O)C=C1